CC1=CC(=CC=2N(C(=NC21)C#C[Si](C(C)C)(C(C)C)C(C)C)C2=CC(=C(C=C2)OC(F)(F)F)Cl)N2CCC(CC2)C(F)(F)F methyl-1-(3-chloro-4-(trifluoromethoxy)phenyl)-6-(4-(trifluoromethyl)piperidin-1-yl)-2-((triisopropylsilyl)ethynyl)-1H-benzo[d]imidazole